C(CCCCCCCCCCCCCCCC)(=O)OCCCCCCCCCCCCCCCCCCCCCCCC lignoceryl margarate